N2-(2-(dimethylamino)ethyl)-6-methoxy-N2-methyl-N5-(4-(3,3,5-trimethyl-2,3-dihydro-1H-pyrrolo[3,2-b]pyridin-1-yl)pyridin-2-yl)pyridin-2,3,5-triamine CN(CCN(C1=NC(=C(C=C1N)NC1=NC=CC(=C1)N1CC(C2=NC(=CC=C21)C)(C)C)OC)C)C